COC(=O)[C@H]1N(C[C@@H](C1)N1CCCCC1)C(=O)OC(C)(C)C (2S,4R)-4-(piperidin-1-yl)pyrrolidine-1,2-dicarboxylic acid 1-(tert-butyl) ester 2-methyl ester